ClC=1N=C(C2=C(N1)N=C(C(=C2)Cl)C2=C(C=CC=C2OC)F)Cl 2,4,6-Trichloro-7-(2-fluoro-6-methoxyphenyl)pyrido[2,3-d]pyrimidine